4-ethoxycarbonylmethyl-N-cyclohexyl-N'-benzenesulfonyl-hydrazine C(C)OC(=O)CC1=CC=C(C=C1)S(=O)(=O)NNC1CCCCC1